4-(4-hexyloxybenzoyloxy)benzoic acid C(CCCCC)OC1=CC=C(C(=O)OC2=CC=C(C(=O)O)C=C2)C=C1